CN(C)\C=N\C=1C2=C(N=CN1)N(C(=C2C=2C=NC1=CC=CC=C1C2)C#C)C21CCC(CC2)(C1)NC(=O)C=1OC=CN1 (E)-N-(4-(4-(((dimethylamino)methylene)amino)-6-ethynyl-5-(quinolin-3-yl)-7H-pyrrolo[2,3-d]pyrimidin-7-yl)bicyclo[2.2.1]heptane-1-yl)oxazole-2-carboxamide